FC=1C(=NC=CC1)C1=CC(=CN1)S(=O)(=O)Cl 5-(3-fluoropyridin-2-yl)-1H-pyrrole-3-sulfonyl chloride